methyl 1-(tetrahydro-2H-pyran-2-yl)-6-(1,2,3-thiadiazol-5-yl)-1H-pyrazolo[4,3-c]pyridine-4-carboxylate O1C(CCCC1)N1N=CC=2C(=NC(=CC21)C2=CN=NS2)C(=O)OC